ClC1=C(C=CC(=C1)OC1=CC=CC=C1)C(=O)C1=CNC2=NC=C(C(=C21)N[C@H]2CO[C@@H](CC2)CO)OCC (2-chloro-4-phenoxyphenyl)(5-ethoxy-4-(((3R,6S)-6-(hydroxymethyl)tetrahydro-2H-pyran-3-yl)amino)-1H-pyrrolo[2,3-b]pyridin-3-yl)methanone